(pentamethylcyclopentadienyl)rhodium (III) dichloride CC1=C(C(=C(C1(C)[Rh](Cl)Cl)C)C)C